FC=1C=C(C=CC1N1C=NC=C1)CN (3-fluoro-4-(1H-imidazol-1-yl)phenyl)methanamine